ClC1=NC(=CC(=N1)C=O)C 2-chloro-6-Methylpyrimidine-4-carbaldehyde